C(C1=CC=CC=C1)NC(=O)N1C(CCC2=C(C=CC=C12)C1CN(C1)C)(C)C N-Benzyl-2,2-dimethyl-5-(1-methylazetidin-3-yl)-3,4-dihydroquinoline-1(2H)-carboxamide